CO[C@@]1(COCC1)C1=CC(=CC(=N1)C=1C=C(N2C=NC(=CC21)NC(C)=O)C=2C=NN(C2)C)C (R)-N-(5-(6-(3-Methoxytetrahydrofuran-3-yl)-4-methylpyridin-2-yl)-7-(1-methyl-1H-pyrazol-4-yl)pyrrolo[1,2-c]pyrimidin-3-yl)acetamide